OC1=C(C=NNC(C(CC)OC2=CC(=CC=C2)F)=O)C=CC=C1 N'-(2-hydroxybenzylidene)-2-(3-fluorophenoxy)butanoyl-hydrazine